C(#N)[C@H](C[C@H]1C(NCC1)=O)NC(=O)[C@@H]1[C@@H]2C([C@@H]2CN1C(=O)C=1NC2=CC=CC(=C2C1)OC(F)F)(C)C (1S,2S,5R)-N-((S)-1-cyano-2-((S)-2-oxopyrrolidin-3-yl)ethyl)-3-(4-(difluoromethoxy)-1H-indole-2-carbonyl)-6,6-dimethyl-3-azabicyclo[3.1.0]hexane-2-carboxamide